2-{6-[(3R)-3-(cyclobutylamino)pyrrolidin-1-yl]pyridazin-3-yl}-4-fluoro-5-(2-methyl-1,3-thiazol-5-yl)phenol C1(CCC1)N[C@H]1CN(CC1)C1=CC=C(N=N1)C1=C(C=C(C(=C1)F)C1=CN=C(S1)C)O